2-isopropyl-9,9-dimethyl-6-(2,2,2-trifluoroethoxy)-9,10-dihydroacridine C(C)(C)C1=CC=2C(C3=CC=C(C=C3NC2C=C1)OCC(F)(F)F)(C)C